NC=1C=2N(C3=CC(=CC=C3N1)C(=O)N(CC1=NC=C(C=C1)C(F)(F)F)N1CCOCC1)C=NC2 4-amino-N-morpholino-N-((5-(trifluoromethyl)pyridin-2-yl)methyl)imidazo[1,5-a]quinoxaline-8-carboxamide